(1R,2S)-1-(5-chloropyrimidin-2-yl)-N-(5-((1r,3S)-3-cyanocyclobutyl)-4-(4,6-dimethoxypyrimidin-5-yl)-4H-1,2,4-triazol-3-yl)-1-methoxypropane-2-sulfonamide ClC=1C=NC(=NC1)[C@H]([C@H](C)S(=O)(=O)NC1=NN=C(N1C=1C(=NC=NC1OC)OC)C1CC(C1)C#N)OC